[4-(1-[5-(difluoromethyl)(1,3,4-thiadiazol-2-yl)]-6-{[(methylcyclopropyl)amino]sulfonyl}(1H-indazol-4-yl))piperazinyl]-N,N-dimethylcarboxamide FC(C1=NN=C(S1)N1N=CC2=C(C=C(C=C12)S(=O)(=O)NC1(CC1)C)N1CCN(CC1)C(=O)N(C)C)F